(2-((2R,5S)-2-(3-((S)-2-(dimethylamino)propoxy)phenyl)-5-methylpiperidin-1-yl)-2-oxoacetamido)-2-methoxynicotinamide CN([C@H](COC=1C=C(C=CC1)[C@@H]1N(C[C@H](CC1)C)C(C(=O)NC1=NC(=C(C(=O)N)C=C1)OC)=O)C)C